BrC1=NN2C(NC(=CC2=O)C2=CC(=C(C=C2)C2CCCCC2)F)=C1C(=O)O 2-bromo-5-(4-cyclohexyl-3-fluoro-phenyl)-7-oxo-4H-pyrazolo[1,5-a]pyrimidine-3-carboxylic acid